(1R,3s,5S)-N-(6-(2,3-difluoro-4-(1H-imidazol-1-yl)phenyl)pyridazin-3-yl)-N-methyl-8-azabicyclo[3.2.1]octan-3-amine FC1=C(C=CC(=C1F)N1C=NC=C1)C1=CC=C(N=N1)N(C1C[C@H]2CC[C@@H](C1)N2)C